BrC1=CC=C(C=C1)C(CO)(C)C 2-(4-bromophenyl)-2-methylpropanol